6,8-dihydro-5H-pyrido[3,4-d]pyrimidine-7-carboxylate N1=CN=CC2=C1CN(CC2)C(=O)[O-]